piperazin-1-yl(4-(2-(3,4,5-trimethoxyphenyl)furo[3,2-b]pyridin-7-yl)pyridin-2-yl)methanone N1(CCNCC1)C(=O)C1=NC=CC(=C1)C1=C2C(=NC=C1)C=C(O2)C2=CC(=C(C(=C2)OC)OC)OC